[124I]C1=NC2=NC=NC(=C2N1)N 8-[124I]-iodoadenine